CC=1C=C(C=C(C1O)C)S(=O)(=O)C1=CC(=C(C(=C1)C)O)C bis(3,5-dimethyl-4-hydroxyphenyl) sulfone